Cl.FC=1C=C(C=C(C1OC1=CC=NC2=CC(=C(C=C12)OC)OCCNC)F)C1=NC(=CC(=C1C(=O)N)OC)F (3,5-difluoro-4-((6-methoxy-7-(2-(methylamino)ethoxy)quinolin-4-yl)oxy)phenyl)-6-fluoro-4-methoxypyridine-3-carboxamide hydrochloride